C(#N)C1=CC=2N(N=C1)C(=CC2)C2=CC(=C(C=N2)C2=NN=C(S2)N2C[C@@H]1COC[C@H](C2)C1NC(C)=O)NC(C)C N-((1R,5S)-7-(5-(6-(3-cyanopyrrolo[1,2-b]pyridazin-7-yl)-4-(isopropylamino)pyridin-3-yl)-1,3,4-thiadiazol-2-yl)-3-oxa-7-azabicyclo[3.3.1]non-9-yl)acetamide